4-(2,3-Dimethyl-5-sulfo-3H-indol-3-yl)benzoic acid CC1=NC2=CC=C(C=C2C1(C)C1=CC=C(C(=O)O)C=C1)S(=O)(=O)O